BrC1=CC=2C3=C(C=NC2C=C1)N=CN3CCCCOC3=C(C=C(C=C3)F)[C@@H]3NC[C@H](C3)F 8-bromo-1-(4-(4-fluoro-2-((2R,4S)-4-fluoropyrrolidin-2-yl)phenoxy)butyl)-1H-imidazo[4,5-c]quinoline